COC=1C=C2C=C(NC2=CC1)C1=CC=C(C=C1)OC 5-methoxy-2-(4-methoxyphenyl)-1H-indole